1-(7-(3-cyclopropyl-4-fluorophenoxy)-3,4-dihydroisoquinolin-2(1H)-yl)prop-2-en-1-one C1(CC1)C=1C=C(OC2=CC=C3CCN(CC3=C2)C(C=C)=O)C=CC1F